C(CCCCCCCCCCCCCCCCCCCC(=O)O)(=O)O 1,21-heneicosanedioic acid